CC=1C=C(OC=2N=C(C3=C(N2)C=NC=C3)O)C=CC1N(C1=CC(=CC=C1)N1CCN(CC1)C)C 2-(3-methyl-4-(methyl(3-(4-methyl-piperazin-1-yl)phenyl)amino)phenoxy)pyrido[3,4-d]pyrimidin-4-ol